COC(CCC(C=C(C)C)C)C 7-methoxy-2,4-dimethyloct-2-ene